OCC1(CN(CC1)C(=O)OCCCC)CCC1=CC=CC=C1 butyl 3-(hydroxymethyl)-3-phenethylpyrrolidine-1-carboxylate